N-{[2-({[(3-methylcyclobutyl)methyl]amino}methyl)-1H-indol-6-yl]methyl}-4-oxo-4H-pyrido[1,2-a]pyrimidine-2-carboxamide CC1CC(C1)CNCC=1NC2=CC(=CC=C2C1)CNC(=O)C=1N=C2N(C(C1)=O)C=CC=C2